5-amino-N-(2-(2,2-dimethylpyrrolidin-1-yl)ethyl)-6-methylnicotinamide NC=1C(=NC=C(C(=O)NCCN2C(CCC2)(C)C)C1)C